[C@H]12COC[C@@H]2C1NC(=O)C=1C=C(C2=C([C@H](CO2)C2=C(C=CC=C2)C)C1)C(=O)NC |o1:14| (R*)-N5-((1R,5S,6r)-3-Oxabicyclo[3.1.0]hexan-6-yl)-N7-methyl-3-(o-tolyl)-2,3-dihydrobenzofuran-5,7-dicarboxamid